ClC(COC(NOC([C@@H](C)C1=CC2=CC=C(C=C2C=C1)OC)=O)=O)(Cl)Cl.C1(=CC=CC=C1)C(N1CC(C1)(OC1=C(C(=CC(=C1)F)F)F)C)C1=CC=CC=C1 1-(diphenylmethyl)-3-methyl-3-(2,3,5-trifluorophenoxy)azetidine 2,2,2-Trichloroethyl-(S)-((2-(6-methoxynaphthalen-2-yl)propanoyl)oxy)carbamate